3-[5-[1-(1H-indazol-5-ylmethyl)-4-piperidyl]-2-oxo-benzo[cJ]indol-1-yl]piperidine-2,6-dione N1N=CC2=CC(=CC=C12)CN1CCC(CC1)C=1C=CC=2C(N(C3=CC=CC1C23)C2C(NC(CC2)=O)=O)=O